[N+](=[N-])=CC(CC[C@@H](C(=O)OC(C)C)NC([C@H](C1=CNC=C1)O)=O)=O isopropyl (S)-6-diazo-2-((S)-2-hydroxy-2-(1H-pyrrol-3-yl)acetamido)-5-oxohexanoate